benzoin-2,5(1H,3H)-dione C1(C(CCC(C1)=O)=O)C(=O)C(O)C1=CC=CC=C1